BrC1=CC=C(C(=C1C=NO)OC)OC 6-bromo-2,3-dimethoxybenzaldehyde oxime